2-[[2-[[1-[(Dimethylamino)ethanoyl]-5-(methyloxy)-2,3-dihydro-1H-indol-6-yl]amino]-7H-pyrrolo[2,3-d]pyrimidin-4-yl]amino]-6-fluoro-N-methylbenzamide CN(C)CC(=O)N1CCC2=CC(=C(C=C12)NC=1N=C(C2=C(N1)NC=C2)NC2=C(C(=O)NC)C(=CC=C2)F)OC